C(C)(C)(C)SSCC(NC(CNC(C)=O)=O)C(N(CC(OCC(NC(C(=O)O)C)=O)=O)C)=O 7-((tert-butyldisulfanyl)methyl)-9,16-dimethyl-2,5,8,11,14-pentaoxo-12-oxa-3,6,9,15-tetraazaheptadecan-17-oic acid